NC1=NC(=NC=N1)C=1C=C(C=C(C1)Cl)C1COCCCN1C(C=C)=O 1-(3-(3-(4-amino-1,3,5-triazin-2-yl)-5-chlorophenyl)-1,4-oxazepan-4-yl)prop-2-en-1-one